S(N)(O)(=O)=O.OC(CN(CCO)CC(C)O)C N,N-di(2-hydroxypropyl)-N-(2-hydroxyethyl)amine sulfamate